[C@@H]12CN(C[C@H]2C1)C[C@H]1NCC2=CC=CC=C2C1 (3S)-3-[[cis-3-azabicyclo[3.1.0]hex-3-yl]methyl]-1,2,3,4-tetrahydroisoquinoline